N-((3S,4S)-3-((6-(2,6-dichloro-3,5-dimethoxyphenyl)-8-(3-methoxy-3-methylazetidin-1-yl)pyrido[3,4-d]pyrimidin-2-yl)amino)tetrahydro-2H-pyran-4-yl)acrylamide ClC1=C(C(=C(C=C1OC)OC)Cl)C1=CC2=C(N=C(N=C2)N[C@@H]2COCC[C@@H]2NC(C=C)=O)C(=N1)N1CC(C1)(C)OC